COC(=O)C1=CN(C(C=C1O)=O)C1CCN(CC1)C(=O)OCC1=CC=CC=C1 {1-[(benzyloxy)carbonyl]piperidin-4-yl}-4-hydroxy-6-oxo-1,6-dihydropyridine-3-carboxylic acid methyl ester